C(C)(=O)N1CCC(CC1)N1C[C@H](N(S(C2=C1C=C(C(=C2)O\C=C(\C(=O)O)/F)SC)(=O)=O)C)CCCC (R,Z)-3-((5-(1-acetylpiperidin-4-yl)-3-butyl-2-methyl-7-(methylthio)-1,1-dioxido-2,3,4,5-tetrahydrobenzo[f][1,2,5]thiadiazepin-8-yl)oxy)-2-fluoroacrylic acid